Cl.N1(CCCC1)C1=C(CN2CCN(CC2)C(=O)OC(C(F)(F)F)C(F)(F)F)C=CC(=C1)C(F)(F)F 1,1,1,3,3,3-hexafluoropropan-2-yl 4-(2-(pyrrolidine-1-yl)-4-(trifluoromethyl)benzyl)piperazine-1-carboxylate mono-hydrochloride salt